C(C)(C)(C)C1=CN=C(S1)NC(=O)[C@@H]1C[C@H](C1)NC#N trans-N-(5-tert-butyl-1,3-thiazol-2-yl)-3-(cyanoamino)cyclobutane-1-carboxamide